C(C)(C)(C)OC(=O)NC1CCC(CC1)(C)C(C(=O)O)C(=O)O 2-(4-((tert-butoxycarbonyl)amino)-1-methylcyclohexyl)malonic acid